ClC=1N=C(C2=C(N1)CCNC2)NC=2N=CC=1CCC3=C(C1C2F)NC2=C3C(NCC23CC3)=O 2'-((2-chloro-5,6,7,8-tetrahydropyrido[4,3-d]pyrimidin-4-yl)amino)-1'-fluoro-6',8',9',11'-tetrahydrospiro[cyclopropane-1,10'-pyrido[3',4':4,5]pyrrolo[2,3-f]isoquinolin]-7'(5'H)-one